ClC=1C(=NC(=NC1)N[C@H]1[C@@H](COCC1)O)C=1C=C2C(=NC(=NC2=C(C1)F)C(C)(C)O)C(C)C (3S,4R)-4-((5-chloro-4-(8-fluoro-2-(2-hydroxypropan-2-yl)-4-isopropylquinazolin-6-yl)pyrimidin-2-yl)amino)tetrahydro-2H-pyran-3-ol